BrC1=CC(=CN2C1=NC(=C(C2=O)C)Cl)C 9-bromo-2-chloro-3,7-dimethyl-4H-pyrido[1,2-a]pyrimidin-4-one